phenoxypentafluorobenzene O(C1=CC=CC=C1)C1=C(C(=C(C(=C1F)F)F)F)F